ClC1=CC(=C(C=C1)N1CC=C2N1C(=CC=N2)C2=CC(=C(C=C2)OC)OC)C N-(4-chloro-2-methylphenyl)-7-(3,4-dimethoxyphenyl)pyrazolo[1,5-a]pyrimidine